(3E)-16,16-diethoxy-3-hexadecen-1-ol C(C)OC(CCCCCCCCCCC/C=C/CCO)OCC